ClC1=C(C=CC(=C1)OC1=CC=C(C=C1)Cl)[C@]1(OC[C@@H](O1)C)C1=NN(C=N1)C (2R,4S)-2-[2-chloro-4-(4-chlorophenoxy)phenyl]-4-methyl-1,3-dioxolan-2-yl-(methyl)-1H-1,2,4-triazole